C[C@@H]1CN(C[C@H](O1)C)C(C=O)(C)C 2-((2r,6r)-2,6-dimethyl-4-morpholinyl)-2-methylpropionaldehyde